C(#N)[C@H](C[C@H]1C(NCC1)=O)NC(=O)[C@H]1N([C@@H]2CC([C@H]1CC2)(F)F)C([C@H](NC(C(F)(F)F)=O)CC(C)C)=O (1S,3S,4S)-N-((S)-1-cyano-2-((S)-2-oxopyrrolidin-3-yl)ethyl)-5,5-difluoro-2-((2,2,2-trifluoroacetyl)-D-leucyl)-2-azabicyclo[2.2.2]octane-3-carboxamide